N1=CC=C(C=C1)C1=NC=C(C=N1)S(=O)(=O)NC1=C(N=CS1)C(=O)O 5-[[2-(4-pyridinyl)pyrimidin-5-yl]sulfonylamino]thiazole-4-carboxylic acid